2-(4-amino-8-(methoxycarbonyl)-9H-pyrimido[4,5-b]indol-9-yl)acetic acid NC1=NC=NC=2N(C3=C(C=CC=C3C21)C(=O)OC)CC(=O)O